Cl.C[C@@H]1CN[C@@H](CO1)C (2R,5R)-2,5-dimethylmorpholine hydrochloride